2-((3-chloro-4-fluorophenyl)((5-fluoro-6-methylpyridin-2-yl)amino)methyl)-5-methyl-1-((2-(trimethylsilyl)ethoxy)methyl)-1H-imidazole-4-sulfonamide ClC=1C=C(C=CC1F)C(C=1N(C(=C(N1)S(=O)(=O)N)C)COCC[Si](C)(C)C)NC1=NC(=C(C=C1)F)C